CCOC1=CC=C(C=C1)CC(C)NC(C)C(=O)C 4-Ethoxy-N-(1-methylacetonyl)amphetamine